3-(2,6-difluoro-3,5-dimethoxyphenyl)-1,3,4,7-tetrahydro-2H-pyrrolo[3',2':5,6]pyrido[4,3-d]pyrimidin-2-one FC1=C(C(=C(C=C1OC)OC)F)N1C(NC2=C(C1)C=NC1=C2C=CN1)=O